C(C)(C)NC(CCCCCCCCCCC)=O lauric acid isopropyl amide